1-((2,4,6-Tri-isopropylphenyl)sulfonyl)-4-Benzylpiperidine C(C)(C)C1=C(C(=CC(=C1)C(C)C)C(C)C)S(=O)(=O)N1CCC(CC1)CC1=CC=CC=C1